ClC1=C(C=2C(=NC=C(C2)C2=CC=C(CN3CC(CCC3)O)C=C2)N1)C1=CC(=CC=C1)C(F)F 1-(4-(2-chloro-3-(3-(difluoromethyl)phenyl)-1H-pyrrolo[2,3-b]pyridin-5-yl)benzyl)piperidin-3-ol